2-fluoro-4-(4-(3-(8-fluoro-1-oxo-1,2-dihydroisoquinolin-3-yl)propionyl)piperazin-1-yl)benzonitrile FC1=C(C#N)C=CC(=C1)N1CCN(CC1)C(CCC=1NC(C2=C(C=CC=C2C1)F)=O)=O